butyl [4,4'-bipiperidine]-1-carboxylate N1(CCC(CC1)C1CCNCC1)C(=O)OCCCC